C(CCC)C1(CN(C2=C(S(C1)(=O)=O)C=C(C(=C2)SC)CNC(C(=O)O)CO)C2=CC=CC=C2)CCCC 2-(((3,3-dibutyl-7-methylthio-1,1-dioxido-5-phenyl-2,3,4,5-tetrahydrobenzo[b][1,4]thiazepin-8-yl)methyl)amino)-3-hydroxypropanoic acid